2,3-difluoro-5-(2-(4-hydroxyphenyl)propan-2-yl)benzonitrile FC1=C(C#N)C=C(C=C1F)C(C)(C)C1=CC=C(C=C1)O